1-trifluoromethyl-3,3-dimethyl-1,2-benzoIodoxol FC(I1OC(C2=C1C=CC=C2)(C)C)(F)F